FC1=CC=C(CC=2C=3N(C4=C(C2)N(CC4(C)C)C(CN4[C@H](CN[C@@H](C4)C)CN4[C@@H](COCC4)C)=O)C=CN3)C=C1 1-(4-(4-fluorobenzyl)-8,8-dimethyl-7,8-dihydro-6H-imidazo[1,2-a]pyrrolo[2,3-e]pyridin-6-yl)-2-((2R,5R)-5-methyl-2-(((R)-3-methylmorpholino)methyl)piperazin-1-yl)ethan-1-one